4-[(1S,3S)-3-(3-tert-butyl-1,2,4-oxadiazol-5-yl)-2,2-dimethylcyclopropyl]benzenesulfonamide C(C)(C)(C)C1=NOC(=N1)[C@@H]1C([C@H]1C1=CC=C(C=C1)S(=O)(=O)N)(C)C